ClC=1C=C(C=CC1)C1NC2=CC=CC=C2C(N1)=O 2-(3-chlorophenyl)-2,3-dihydro-quinazolin-4(1H)-one